COC(=O)C1=CC=C2C(=N1)N(C=N2)C[C@H]2OCC2 3-((S)-oxetan-2-ylmethyl)-3H-imidazo[4,5-b]Pyridine-5-carboxylic acid methyl ester